BrC1=C(C=CC=C1)Br Dibromobenzol